2-bromo-4-methoxybenzoic acid BrC1=C(C(=O)O)C=CC(=C1)OC